[Na+].C(CCCCCCCCCCCCCCCCC)(=O)[O-] Octadecanoic acid, sodium salt